COC1=CC2=C(NC(=N2)C2=CC(=NN2CC2=CC=C(C=C2)OC)NC(=O)C=2C=NC(=CC2)N2CCN(CC2)C)C=C1 N-[5-(5-methoxy-1H-benzimidazol-2-yl)-1-[(4-methoxyphenyl)methyl]pyrazol-3-yl]-6-(4-methylpiperazin-1-yl)pyridine-3-carboxamide